Methylamine, hydrochloride Cl.CN